N6-(8-bromooctanoyl)-L-lysine BrCCCCCCCC(=O)NCCCC[C@H](N)C(=O)O